9-((S)-2-aminopropyl)-5-(4-chloro-6-methylpyridin-3-yl)-1-oxa-3,4-diazaspiro[5.5]undec-4-en-2-one dihydrochloride Cl.Cl.N[C@H](CC1CCC2(C(=NNC(O2)=O)C=2C=NC(=CC2Cl)C)CC1)C